[C-]#N.C(CCCCCCCC)[NH+]1C=C(C=C1)CCCC 1-nonyl-3-butylpyrrolium cyanide